C1(CC1)C1=NN=C2N1CCN(C2)C(=O)[C@@H]2CC21CCN(CC1)C(=O)OC(C(F)(F)F)C(F)(F)F |r| 1,1,1,3,3,3-hexafluoropropan-2-yl (±)-1-(3-cyclopropyl-5,6,7,8-tetrahydro-[1,2,4]triazolo[4,3-a]pyrazine-7-carbonyl)-6-azaspiro[2.5]octane-6-carboxylate